5-(3,4-methylenedioxybenzyl)hydantoin C1OC=2C=C(CC3C(NC(N3)=O)=O)C=CC2O1